ClC1=CC(=C(COC2=NC=CC(=N2)C2=CC(=C(CN3N(C4=CC(=CC=C4C3=O)C(=O)O)C[C@H]3OCC3)C=C2F)F)C=C1)OC (S)-2-(4-(2-((4-chloro-2-methoxybenzyl)oxy)pyrimidin-4-yl)-2,5-difluorobenzyl)-1-((oxetan-2-yl)methyl)-3-oxo-2,3-dihydro-1H-indazole-6-carboxylic acid